C[C@@H]1CN(CCO1)C(=O)C1CN(C1)C(=O)OC(C)(C)C tert-butyl (R)-3-(2-methylmorpholine-4-carbonyl)azetidine-1-carboxylate